N-[(6-Amino-2-pyridyl)sulfonyl]-6-(1,2-dimethylprop-1-enyl)-2-[(4S)-2,2,4-trimethylpyrrolidin-1-yl]pyridin-3-carboxamid NC1=CC=CC(=N1)S(=O)(=O)NC(=O)C=1C(=NC(=CC1)C(=C(C)C)C)N1C(C[C@@H](C1)C)(C)C